ClC1=C(C=CC(=C1)Cl)C1=C(N=C(S1)NC1=C(C(=O)O)C=C(C=N1)C(F)(F)F)C(C)C 2-(5-(2,4-dichlorophenyl)-4-isopropylthiazol-2-ylamino)-5-(trifluoromethyl)nicotinic acid